copper bromate Br(=O)(=O)[O-].[Cu+2].Br(=O)(=O)[O-]